C(C)(C)(C)OC(=O)NCCCCCOC=1C=C(C=CC1)CC(=O)O 2-(3-((5-((tert-butoxycarbonyl)amino)pentyl)oxy)phenyl)acetic acid